N1N=C(C=C1)SCC1=C(C=C(C#N)C=C1)F 4-(((1H-pyrazol-3-yl)thio)methyl)-3-fluorobenzonitrile